C\C(=C/CC[C@@]1([C@H](CC=2C(=C3CN(C(C3=CC2OC(=O)N2CCOCC2)=O)[C@H](C(=O)O)CCCN2C(C3=CC(=C4C(=C3C2)O[C@@]([C@H](C4)O)(CC\C=C(\CCC=C(C)C)/C)C)OC(=O)N4CCOCC4)=O)O1)O)C)\CCC=C(C)C (S)-2,5-di((2R,3S)-2-((E)-4,8-dimethylnona-3,7-dien-1-yl)-3-hydroxy-2-methyl-5-((morpholine-4-carbonyl)oxy)-7-oxo-3,4,7,9-tetrahydropyrano[2,3-e]isoindol-8(2H)-yl)pentanoic acid